COC1=C(C=CC=C1)[C@H]1CC[C@H](CC1)OCC1=NC=CC=C1NS(=O)(=O)C N-(2-(((cis-4-(2-methoxyphenyl)cyclohexyl)oxy)methyl)pyridin-3-yl)methanesulfonamide